FC(CNC=1N=CC2=C(N1)NC=C2C=2C=CC=1N(C2)C(=CN1)F)(C)F N-(2,2-difluoropropyl)-5-(3-fluoroimidazo[1,2-a]pyridin-6-yl)-7H-pyrrolo[2,3-d]pyrimidin-2-amine